CN(C(\C=C\CN1CCC(CC1)OC1=NC=C(C=C1)\C(=C(\CC(F)(F)F)/C1=CC=CC=C1)\C=1C=C2C(=NNC2=CC1)F)=O)C (E)-N,N-Dimethyl-4-(4-((5-((Z)-4,4,4-trifluoro-1-(3-fluoro-1H-indazol-5-yl)-2-phenylbut-1-en-1-yl)pyridin-2-yl)oxy)piperidin-1-yl)but-2-enamide